CC=1C=C(C=CC1C)C1=C(C(=NO1)C)C(=O)OCC Ethyl 5-(3,4-dimethylphenyl)-3-methylisoxazole-4-carboxylate